F[C@H]1C2CC[C@@H](C[C@@H]1OC=1N=CC(=NC1)C1=C(C=C(C=C1)C=1C=NNC1)O)N2 2-(5-{[(2S,3S,5S)-2-fluoro-8-azabicyclo[3.2.1]octan-3-yl]oxy}pyrazin-2-yl)-5-(1H-pyrazol-4-yl)phenol